Ethyl 2,2-difluoro-3-(4-(1-Boc-1H-indol-3-yl) furan-2-yl)-3-hydroxypropionate FC(C(=O)OCC)(C(O)C=1OC=C(C1)C1=CN(C2=CC=CC=C12)C(=O)OC(C)(C)C)F